CC(CCCC)C(=O)C=C β-hexyl-acrolein